CN1C(N(C2=C1C=NC=1C=CC(=CC21)C=2C=NC(=CC2)C(F)(F)F)C=2C=NC=NC2)=N 3-Methyl-1-(pyrimidin-5-yl)-8-(6-(trifluoromethyl)pyridin-3-yl)-1,3-dihydro-2H-imidazo[4,5-c]quinolin-2-imine